CC1=C(C=C(C=C1)NC1CN(C1)C(=O)OC(C)(C)C)C(NCC1=CC(=CC=C1)C=1SC(=CC1)CN1CCCC1)=O tert-Butyl 3-((4-methyl-3-((3-(5-(pyrrolidin-1-ylmethyl)thiophen-2-yl)benzyl) carbamoyl)phenyl)amino)azetidine-1-carboxylate